8-(2-amino-6-((R)-2,2,2-trifluoro-1-(3'-fluoro-[1,1'-biphenyl]-4-yl)ethoxy)pyrimidine-4-yl)-2-azaspiro[4.5]dec-7-ene-3-carboxylic acid hydrochloride Cl.NC1=NC(=CC(=N1)C1=CCC2(CC(NC2)C(=O)O)CC1)O[C@@H](C(F)(F)F)C1=CC=C(C=C1)C1=CC(=CC=C1)F